N-(N-benzyl-2-aminoethyl)-3-amino-propyltrimethoxysilane C(C1=CC=CC=C1)NCCNCCC[Si](OC)(OC)OC